1-benzyl 4-(tert-butyl) (2R,5S)-5-methyl-2-((2-methylpyridin-4-yl)methyl)piperazine-1,4-dicarboxylate C[C@@H]1N(C[C@H](N(C1)C(=O)OCC1=CC=CC=C1)CC1=CC(=NC=C1)C)C(=O)OC(C)(C)C